C(O[C@H]1C[C@H](CC1)C1=NNC(=C1)NC=1C=CC2=C(C(NS2(=O)=O)C)C1)(OC1=CC=C(C=C1)[N+](=O)[O-])=O (1R,3S)-3-(5-((3-methyl-1,1-dioxido-2,3-dihydrobenzo[d]isothiazol-5-yl)amino)-1H-pyrazol-3-yl)cyclopentyl (4-nitrophenyl) carbonate